C(C)N1CC2=C(N=C(N=C2)C2=NNC(=C2C(C)C)C=2C=C(C=3N(C2)N=CN3)C)CC1 6-ethyl-2-(4-isopropyl-5-(8-methyl-[1,2,4]triazolo[1,5-a]pyridin-6-yl)-1H-pyrazol-3-yl)-5,6,7,8-tetrahydropyrido[4,3-d]pyrimidine